OC(CCCCCCCCCCCCCCCCCC(=O)O)CCC(CCC)O 19,22-Dihydroxypentacosanoic acid